(R)-4-(3-chloro-4-(9-(3-chlorobenzyl)-6-(1-methylcyclopropoxy)-9H-purin-8-yl)phenoxy)-2-hydroxy-2-methylbutanoic acid ClC=1C=C(OCC[C@@](C(=O)O)(C)O)C=CC1C=1N(C2=NC=NC(=C2N1)OC1(CC1)C)CC1=CC(=CC=C1)Cl